ClC=1C=C(CN2C3N(C(CC2)=O)C(C(NC3)=O)C)C=CC1C(F)(F)F 1-(3-chloro-4-(trifluoromethyl)benzyl)-6-methylhexahydro-4H-pyrazino[1,2-a]pyrimidine-4,7(6H)dione